CN1C=NC2=CC=C(C(=C2C1=O)C)NC=1C(=C(C=CC1F)NS(=O)(=O)N1CCCC1)F N-(3-((3,5-dimethyl-4-oxo-3,4-dihydroquinazolin-6-yl)amino)-2,4-difluorophenyl)pyrrolidine-1-sulfonamide